3-methyl-3-(p-toluenesulfonyl)butan-1-ol CC(CCO)(C)S(=O)(=O)C1=CC=C(C)C=C1